5-(2-methoxycarbonyl-5-nitro-phenyl)-3,6-dihydro-2H-pyridine-1-carboxylic acid tert-butyl ester C(C)(C)(C)OC(=O)N1CCC=C(C1)C1=C(C=CC(=C1)[N+](=O)[O-])C(=O)OC